6-amino-3-(2-methoxyethyl)-2-(pyrrolidin-1-ylmethyl)quinazolin-4(3H)-one NC=1C=C2C(N(C(=NC2=CC1)CN1CCCC1)CCOC)=O